2-(N-piperidinyl-carbonyl)-5-chlorophenyl 3-[4-(4-chloro-3,5-difluorophenyl)-1H-1,2,3-triazol-1-yl]-3-deoxy-1-thio-α-D-galactopyranoside ClC1=C(C=C(C=C1F)C=1N=NN(C1)[C@@H]1[C@H]([C@@H](SC2=C(C=CC(=C2)Cl)C(=O)N2CCCCC2)O[C@@H]([C@@H]1O)CO)O)F